C1(CCCCC1)S(S(=O)(=O)C1CCCCC1)(=O)=O dicyclohexyl disulfone